ClC1=NC(=C(C2=CC3=C(C=C12)N(N=C3)C3OCCCC3)C3=CC(=NC=C3)C)C(C)C 8-chloro-6-isopropyl-5-(2-methyl-4-pyridinyl)-1-tetrahydropyran-2-yl-pyrazolo[4,3-g]Isoquinoline